(R)-5-(2-(2-oxa-6-azaspiro[3.3]heptan-6-yl)ethoxy)-N-(1-(3-(1-(methoxymethyl)-1H-pyrazol-3-yl)-5-(1-(methoxymethyl)-1H-pyrazol-4-yl)phenyl)ethyl)-2-methylbenzamide C1OCC12CN(C2)CCOC=2C=CC(=C(C(=O)N[C@H](C)C1=CC(=CC(=C1)C=1C=NN(C1)COC)C1=NN(C=C1)COC)C2)C